3,5,5-trimethyl-hexyl n-decyl ether C(CCCCCCCCC)OCCC(CC(C)(C)C)C